2-((3,5-dicyano-4-cyclopropyl-6-morpholinopyridin-2-yl)thio)-2-(pyridin-4-yl)acetamide C(#N)C=1C(=NC(=C(C1C1CC1)C#N)N1CCOCC1)SC(C(=O)N)C1=CC=NC=C1